(S)-N-((S)-1-amino-3-phenylpropan-2-yl)-3-(5-isopropyl-4-methylthiazol-2-yl)-2-acrylamidopropionamide NC[C@H](CC1=CC=CC=C1)NC([C@H](CC=1SC(=C(N1)C)C(C)C)NC(C=C)=O)=O